Cl.CC1(C[C@@H]2SCC[C@@H](C(N2C1C(=O)N[C@@H]1CCCC2=CC=CC=C12)=O)NC([C@H](C)NC)=O)C (4S,9aS)-8,8-dimethyl-4-((S)-2-(methylamino)propanamido)-5-oxo-N-((R)-1,2,3,4-tetrahydronaphthalen-1-yl)octahydropyrrolo[2,1-b][1,3]thiazepine-7-carboxamide hydrochloride